Perfluorobutylbenzene FC1=C(C(=C(C(=C1F)F)F)F)C(C(C(C(F)(F)F)(F)F)(F)F)(F)F